OC=1C=CC=C2C=CC(=NC12)S(=O)(=O)O 8-Hydroxyquinoline-2-sulfonic acid